S1C=NC2=C1C=CC(=C2)NC2=CC=NC1=CC(=C(C=C21)P(C)(C)=O)OC[C@H](CO)O (S)-(4-(benzo[d]thiazol-5-ylamino)-7-(2,3-dihydroxypropoxy)quinolin-6-yl)dimethylphosphine oxide